5-ethyl-N-(3-fluoro-4-((2-oxo-2,3-dihydro-1H-imidazo[4,5-b]pyridine-7-yl)oxy)phenyl)-1-phenyl-1H-pyrazole-4-carboxamide C(C)C1=C(C=NN1C1=CC=CC=C1)C(=O)NC1=CC(=C(C=C1)OC1=C2C(=NC=C1)NC(N2)=O)F